C(#N)C1=C(C=NC(=C1)CN1CC2=CC=C(C=C2C1)C#N)OCC1N(CCCC1)C(=O)NC ((4-cyano-6-((5-cyanoisoindolin-2-yl)methyl)pyridin-3-yl)oxymethyl)-N-methylpiperidine-1-carboxamide